C(C)N1[C@H]([C@H](CCC1)C1=CC=2C(=NC=C(C2NC=2C(=CC3=C(N=CS3)C2)F)F)S1)C N-(2-((2S,3S)-1-ethyl-2-methylpiperidin-3-yl)-5-fluorothieno[2,3-b]pyridin-4-yl)-6-fluorobenzo[d]thiazol-5-amine